C(C)(=O)NC=1C=C(C(=O)NC=2SC=CC3=C(N2)C=CC=C3OCC)C=CC1 3-(acetylamino)-N-(6-ethoxybenzo[d][1,3]thiazepin-2-yl)benzamide